CC(C(C)=O)=C(C(C(C)(C)C)C)C 3,4,5,6,6-Pentamethylhept-3-en-2-one